CS(=O)(=O)NC1=C(C(=O)O)C=CC(=C1)S(F)(F)(F)(F)F 2-(methylsulfonamido)-4-(pentafluoro-λ6-sulfanyl)benzoic acid